tert-butyl N-[5-[[2-(2-cyclopentyl-5-methyl-1-piperidyl)-2-oxo-acetyl]amino]-3-methyl-2-pyridyl]carbamate C1(CCCC1)C1N(CC(CC1)C)C(C(=O)NC=1C=C(C(=NC1)NC(OC(C)(C)C)=O)C)=O